n-Decyl-oleat C(CCCCCCCCC)OC(CCCCCCC\C=C/CCCCCCCC)=O